CN1N=CC(=C1O[C@H]1CN(CCC1)C(=O)OC(C)(C)C)C=1C=C2C(=NN(C2=CC1)C1OCCCC1)C#C[Si](C(C)C)(C(C)C)C(C)C tert-butyl (3R)-3-[2-methyl-4-[1-tetrahydropyran-2-yl-3-(2-triisopropylsilylethynyl)indazol-5-yl]pyrazol-3-yl]oxypiperidine-1-carboxylate